FC1=C(N)C=CC=C1C=1C=NN(C1)C(C)C 2-Fluoro-3-(1-isopropyl-1H-pyrazol-4-yl)aniline